(1-naphthalenethiol) bisphosphite P(O)(O)O.P(O)(O)O.C1(=CC=CC2=CC=CC=C12)S